NC=1N=NC(=CC1OC1CN(CCC1)C1=CC=C(OCCN2CCN(CC2)C(=O)OC(C)(C)C)C=C1)Cl tert-butyl 4-(2-(4-(3-((3-amino-6-chloropyridazin-4-yl)oxy)piperidin-1-yl)phenoxy)ethyl)piperazine-1-carboxylate